BrC=1C(=C(C=CC1)N1C=C(C=CC1=O)C(=O)OC)F methyl 1-(3-bromo-2-fluoro-phenyl)-6-oxo-pyridine-3-carboxylate